(3R)-N-(3-amino-2-cyano-phenyl)-3-fluoro-pyrrolidine-1-sulfonamide NC=1C(=C(C=CC1)NS(=O)(=O)N1C[C@@H](CC1)F)C#N